formic acid, monohydrate O.C(=O)O